C1(CCC1)C[C@H](C(=O)N1CC([C@](CC1)(O)CN1C=C(C(=CC1=O)C1=C(C=CC=C1)F)C(=O)N(C)C)(C)C)C 1-(((S)-1-((R)-3-cyclobutyl-2-methylpropanoyl)-4-hydroxy-3,3-dimethylpiperidin-4-yl)methyl)-4-(2-fluorophenyl)-N,N-dimethyl-6-oxo-1,6-dihydropyridine-3-carboxamide